CCCCCCCCCCCCCCCC(=O)OC[C@H](COP(=O)([O-])OCC[N+](C)(C)C)OC The molecule is a 1-acyl-2-alkyl-sn-glycero-3-phosphocholine in which the acyl and alkyl groups at posiitons 1 and 2 are specified respectively as hexadecanoyl and methyl. It has a role as a mouse metabolite. It is a 1-acyl-2-alkyl-sn-glycero-3-phosphocholine and a hexadecanoic acid.